N-((3S,4R)-4-((6-(2,6-dichloro-3,5-dimethoxyphenyl)-8-((tetrahydrofuran-3-yl)amino)pyrido[3,4-d]pyrimidin-2-yl)amino)-1-(oxetan-3-yl)pyrrolidine-3-yl)acrylamide ClC1=C(C(=C(C=C1OC)OC)Cl)C1=CC2=C(N=C(N=C2)N[C@H]2[C@H](CN(C2)C2COC2)NC(C=C)=O)C(=N1)NC1COCC1